C1(CCCC1)N1C(C=C(C2=C1N=C(N=C2)NC=2C=C1C(=NNC1=CC2)F)C)=O 8-Cyclopentyl-2-[(3-fluoro-1H-indazol-5-yl)amino]-5-methylpyrido[2,3-d]pyrimidin-7(8H)-one